C(#N)N1CCC(CC1)N1N=NC(=C1C)C=1C=C(C=2N(C1)N=CC2C#N)OC(C)C2=C(C=CC=C2)C(C)(C)O 6-[1-(1-Cyano-4-piperidyl)-5-methyl-triazol-4-yl]-4-[1-[2-(1-hydroxy-1-methyl-ethyl)phenyl]ethoxy]pyrazolo[1,5-a]pyridine-3-carbonitrile